C(C)OC(CC=1C=C(C=CC1)CC(=O)O)=O 2-(3-(2-ethoxy-2-oxoethyl)phenyl)acetic acid